N(=[N+]=[N-])[C@H](CCOC)C=1C=C(C(=O)OC)C=CC1 methyl (R)-3-(1-azido-3-methoxypropyl)benzoate